FC1=C(C=CC=C1)C=1C(=CNC(C1)=O)C(=O)N(C)C 4-(2-fluorophenyl)-N,N-dimethyl-6-oxo-1,6-dihydropyridine-3-carboxamide